resorcinoldihydrazide diglycolate C(COCC(=O)O)(=O)O.C=1(O)C(=C(O)C(=CC1)C(=O)NN)C(=O)NN